[2H]C(C1=CC2=C(S1)C1(CC(NCC1)C)OCC2)OCC 2-[deuterio(ethoxy)methyl]-2'-methyl-spiro[4,5-dihydrothieno[2,3-c]pyran-7,4'-piperidine]